2,2-dimethylcyclopropylamine CC1(C(C1)N)C